COC(=O)NC1=CC=C(C=C1)C1=CN=C2N1C=C(C=C2)C(=O)O 3-[4-(methoxycarbonylamino)phenyl]imidazo[1,2-a]pyridine-6-carboxylic acid